((2R,3S)-3-((isopropylsulfonyl)methyl)-2-methylazetidin-1-yl)methanone tert-butyl-1-({[6-(trifluoromethyl)pyridin-2-yl]oxy}methyl)-7-azaspiro[3.5]nonane-7-carboxylate C(C)(C)(C)OC(=O)N1CCC2(CCC2COC2=NC(=CC=C2)C(F)(F)F)CC1.C(C)(C)S(=O)(=O)C[C@@H]1[C@H](N(C1)C=O)C